C(C)N(C(C(=O)OCC(F)(F)F)=O)CC1=C(C=C(C=C1)C(F)(F)F)C 2,2,2-Trifluoroethyl 2-[ethyl-[[2-methyl-4-(trifluoromethyl)phenyl]methyl]amino]-2-oxo-acetate